C1C(C1)C=1OC2=C(C1SC([2H])([2H])[2H])C=CC=C2 2-(2-cyclopropyl)-3-(methyl-d3)Thiobenzofuran